2-[5-(cyclopropylmethyl)-4-(6-cyclopropylpyridin-3-yl)-2-(2-methyl-2H-indazol-5-yl)-3-oxo-2H,3H,5H-pyrrolo[3,2-c]pyridazin-7-yl]acetonitrile C1(CC1)CN1C=C(C2=NN(C(C(=C21)C=2C=NC(=CC2)C2CC2)=O)C2=CC1=CN(N=C1C=C2)C)CC#N